1-(4-((3-(4-(2-(4-bromo-phenyl)propan-2-yl)-thiazol-2-yl)ureido)meth-yl)phenyl)piperidine-4-carboxamide BrC1=CC=C(C=C1)C(C)(C)C=1N=C(SC1)NC(NCC1=CC=C(C=C1)N1CCC(CC1)C(=O)N)=O